3-(1-naphthyl)phenylboronic acid C1(=CC=CC2=CC=CC=C12)C=1C=C(C=CC1)B(O)O